cyclopentyl-aminocarboxylic acid C1(CCCC1)NC(=O)O